2-tert-butyldimethylsiloxycarbonyl-6-triethoxysilylnorbornane O([Si](C)(C)C(C)(C)C)C(=O)C1C2C(CC(C1)C2)[Si](OCC)(OCC)OCC